FC(C=1C(=CN(C(C1)=O)C)C(=O)NC1=C(C=C(C(=C1)C=1C=NC(=CC1)N1C[C@H](O[C@H](C1)C)C)F)N1C[C@H](N([C@H](C1)C)C)C)F |r| 4-(difluoromethyl)-N-[4-fluoro-5-[6-[rac-(2R,6S)-2,6-dimethylmorpholin-4-yl]pyridin-3-yl]-2-[rac-(3R,5S)-3,4,5-trimethylpiperazin-1-yl]phenyl]-1-methyl-6-oxopyridine-3-carboxamide